3,4,5,6-tetrachloro-2-(1,4,5,8-tetrabromo-6-hydroxy-3-oxoxanthene-9-yl)benzoic acid ClC=1C(=C(C(=O)O)C(=C(C1Cl)Cl)Cl)C=1C2=C(C=C(C(=C2OC2=C(C(C=C(C12)Br)=O)Br)Br)O)Br